(4,4-Difluorocyclohexyl)-N-isoamyl-2-methoxy-1H-imidazole-1-carboxamide FC1(CCC(CC1)C=1N=C(N(C1)C(=O)NCCC(C)C)OC)F